ClC1=C2C(C=3C(CN4C(CC5(CC5)[C@H]4C3CN=C1)=O)C=1NC(=CN1)C1=CC=3N(C=C1)C=CN3)=CC(C=C2F)=O |o1:13| (S*)-7-chloro-8-fluoro-12-(5-(imidazo[1,2-a]pyridin-7-yl)-1H-imidazol-2-yl)-13,14-dihydro-2H-spiro[benzo[5,6]azocino[4,3-g]indolizine-3,1'-cyclopropane]-1,10(4H,12H)-dione